2-[4-[7-(8-chloro-1-naphthyl)-2-[[(2S)-1-methylpyrrolidin-2-yl]methoxy]-6,8-dihydro-5H-pyrido[3,4-d]pyrimidin-4-yl]-1-prop-2-enoyl-piperazin-2-yl]acetonitrile ClC=1C=CC=C2C=CC=C(C12)N1CC=2N=C(N=C(C2CC1)N1CC(N(CC1)C(C=C)=O)CC#N)OC[C@H]1N(CCC1)C